BrC=1C=C(NC2(CCC3(C(=CC4=CC=CC=C34)C)CC2)C(=O)O)C=CC1 (1r,4r)-4-(3-bromoanilino)-2'-methyl-spiro[cyclohexane-1,1'-indene]-4-carboxylic acid